C(C=C)C(N(C1CC1)C(C1=C(N=CC(=C1)C=1C=NN(C1)C1=C(C=C(C=C1Cl)C(C(F)(F)F)(C(F)(F)F)F)Cl)Cl)=O)C(=O)O allyl-N-(2-chloro-5-(1-(2,6-dichloro-4-(perfluoropropane-2-yl)phenyl)-1H-pyrazol-4-yl)nicotinoyl)-N-cyclopropylglycine